ClC1=C(C=C(C=C1)C1=CC(=CC=C1F)C1=NN(C(=C1CC1=CC(=C(C=C1)S(N)(=O)=O)F)CC1CC1)C=1SC=C(N1)C(=O)O)F 2-(3-(4'-chloro-3',6-difluoro-[1,1'-biphenyl]-3-yl)-5-(cyclopropylmethyl)-4-(3-fluoro-4-sulfamoylbenzyl)-1H-pyrazol-1-yl)thiazole-4-carboxylic acid